3-Cyclohexylethynyl-6,7-dimethoxy-quinoline C1(CCCCC1)C#CC=1C=NC2=CC(=C(C=C2C1)OC)OC